C(C)(C)C1=NC(=C2C=NC(=NN21)N[C@H]2[C@@H](COCC2)O)C (3S,4R)-4-({7-isopropyl-5-methylimidazo[4,3-f][1,2,4]triazin-2-yl}amino)oxan-3-ol